N1C=[NH+]C=2C1=NC=CN2 imidazo[4,5-b]pyrazin-3-ium